NC1=C(C(=O)O)C=C(C(=C1)I)O 2-amino-5-hydroxy-4-iodobenzoic acid